Tert-butyl (6-(((4-methoxy-3-(1-methyl-1H-1,2,4-triazol-3-yl)-5-nitrobenzyl)oxy)methyl)-5-methylpyridin-2-yl)carbamate COC1=C(C=C(COCC2=C(C=CC(=N2)NC(OC(C)(C)C)=O)C)C=C1[N+](=O)[O-])C1=NN(C=N1)C